5-(2-Fluoro-6-hydroxy-4-(1-isopentyl-1H-pyrazol-4-yl)phenyl)-1,2,5-thiadiazolidin-3-one 1,1-dioxide FC1=C(C(=CC(=C1)C=1C=NN(C1)CCC(C)C)O)N1CC(NS1(=O)=O)=O